OC[C@H](C)NC=1C=NN2C1C(N(CC2)C2=C(C=C(C=C2)C2=NC1=CC=C(C=C1C=N2)C(F)(F)F)C)=O (S)-3-((1-hydroxy-propan-2-yl)amino)-5-(2-methyl-4-(6-(trifluoromethyl)-quinazolin-2-yl)phenyl)-6,7-dihydropyrazolo[1,5-a]pyrazin-4(5H)-one